FC1=C(C(=C(C(=N1)N)[2H])[2H])[2H] 6-fluoropyridine-3,4,5-d3-2-amine